tris[(trifluoromethyl)sulfonyl]methanide FC(S(=O)(=O)[C-](S(=O)(=O)C(F)(F)F)S(=O)(=O)C(F)(F)F)(F)F